NC1=NC(=CC(=N1)N1CCC2(C[C@H](NC2)C(=O)OCC)CC1)O[C@@H](C(F)(F)F)C1=C(C=C(C=C1)C1=CC(=CC(=C1)F)OCC)N1N=C(C=C1)C (S)-ethyl 8-(2-amino-6-((R)-1-(3'-ethoxy-5'-fluoro-3-(3-methyl-1H-pyrazol-1-yl)-[1,1'-biphenyl]-4-yl)-2,2,2-trifluoroethoxy)pyrimidin-4-yl)-2,8-diazaspiro[4.5]decane-3-carboxylate